OCC1(CCNCC1)CO [4-(Hydroxymethyl)piperidin-4-yl]methanol